2-amino-2-(3-bicyclo[3.1.0]hexanyl)-N-[(1S)-1-cyano-2-[(3S)-2-oxopyrrolidin-3-yl]ethyl]acetamide NC(C(=O)N[C@@H](C[C@H]1C(NCC1)=O)C#N)C1CC2CC2C1